ClC=1N=C(C2=C(N1)CC[S@]2=O)NCC=2C(NC(=CC2C(F)(F)F)C)=O (R)-3-(((2-chloro-5-oxido-6,7-dihydrothieno[3,2-d]pyrimidin-4-yl)amino)methyl)-6-methyl-4-(trifluoromethyl)pyridin-2(1H)-one